6-[3-(5-Chloro-2-methoxypyridine-3-sulfonamido)-2,6-difluorophenyl]-N-[cyano(cyclopropyl)methyl]-7-fluoro-1H-indazole-3-carboxamide ClC=1C=C(C(=NC1)OC)S(=O)(=O)NC=1C(=C(C(=CC1)F)C1=CC=C2C(=NNC2=C1F)C(=O)NC(C1CC1)C#N)F